(3S,4S)-8-(8-((2,3-dichlorophenyl)thio)-[1,2,4]triazolo[4,3-c]pyrimidin-5-yl)-3-methyl-2-oxa-8-azaspiro[4.5]decan-4-amine ClC1=C(C=CC=C1Cl)SC=1C=2N(C(=NC1)N1CCC3([C@@H]([C@@H](OC3)C)N)CC1)C=NN2